CC=1C=NC=C(C1C)[N+](=O)[O-] 3,4-dimethyl-5-nitropyridine